ClC1=C(N)C=CC(=C1)C1=NN(C=N1)C1=CC=C(C=C1)SC(F)(F)F 2-chloro-4-(1-(4-((trifluoromethyl)thio)phenyl)-1H-1,2,4-triazol-3-yl)aniline